C(=O)(O)C=1C=C(C=C(C1)F)B(O)O 3-CARBOXY-5-FLUOROPHENYLBORONIC ACID